C(C1=CC=C(C(=O)OC)C=C1)(=O)OCCO (2-Hydroxyethyl) 4-methyl terephthalate